tert-butyl 4-[(3-hydroxyphenyl)methoxy]piperidine-1-carboxylate OC=1C=C(C=CC1)COC1CCN(CC1)C(=O)OC(C)(C)C